(2S,4R)-4-(difluoromethyl)-1-((4-phenoxybutyryl)glycyl)pyrrolidine-2-carboxylic acid FC([C@@H]1C[C@H](N(C1)C(CNC(CCCOC1=CC=CC=C1)=O)=O)C(=O)O)F